C1C=CC=2OC3=C(C21)C=CC=C3 1H-CYCLOPENTA[B]BENZOFURANE